(5-Bromo-1,3,4-thiadiazol-2-yl)methanol BrC1=NN=C(S1)CO